CN1N=CC(=C1)C=1N=C(C=2N(C1)N=CC2)OC2CC1(C2)CCN(CC1)C(C=C)=O 1-(2-((6-(1-methyl-1H-pyrazol-4-yl)pyrazolo[1,5-a]pyrazin-4-yl)oxy)-7-azaspiro[3.5]nonan-7-yl)prop-2-en-1-one